OCC1C(N(C2=C(O1)C=C(C=C2)NC2=C(C=C(C=C2)N2CCC(CC2)C(F)(F)F)C)C)=O 2-(hydroxymethyl)-4-methyl-7-((2-methyl-4-(4-(trifluoromethyl)piperidin-1-yl)phenyl)amino)-2H-benzo[b][1,4]oxazin-3(4H)-one